tert-butyl (R)-3-((S)-1-((S)-4-benzyl-2-oxooxazolidin-3-yl)-3-(5-bromobenzo[b]thiophen-2-yl)-1-oxopropane-2-yl)pyrrolidine-1-carboxylate C(C1=CC=CC=C1)[C@@H]1N(C(OC1)=O)C([C@@H](CC1=CC2=C(S1)C=CC(=C2)Br)[C@@H]2CN(CC2)C(=O)OC(C)(C)C)=O